BrC1=CC(=C2C(N=C(S2)C)=C1N)I 5-bromo-7-iodo-2-methylbenzo[d]thiazol-4-amine